COC(=O)[C@@H]1CN(CC[C@H]1NC(=O)C1=NOC(=C1)C1=C(C(=C(C=C1)F)F)F)CC1CC1 |r| rac-(3R,4R)-1-cyclopropylmethyl-4-{[5-(2,3,4-trifluoro-phenyl)-isoxazole-3-carbonyl]-amino}-piperidine-3-carboxylic acid methyl ester